OCC1C(C1)C(=O)N 2-(hydroxymethyl)cyclopropanecarboxamide